OCCN1C(N(C=C1)C)CCC(=O)O 1-(2-hydroxyethyl)-3-methylimidazolepropionic acid